OC1=C(OC2=C(C(=CC(=C2C1=O)O)OC)OC)C1=CC(=C(C=C1)OC)O 3,5,3'-trihydroxy-7,8,4'-trimethoxyflavone